1-(2-aminophenyl)-3-(p-methylphenyl)prop-2-yn-1-one NC1=C(C=CC=C1)C(C#CC1=CC=C(C=C1)C)=O